2-phenoxymethyl-6-phenylimidazo[1,2-a]pyrimidine O(C1=CC=CC=C1)CC=1N=C2N(C=C(C=N2)C2=CC=CC=C2)C1